2,5,8,11,14,17,20,23,26,29,32,35,38-tridecaoxatetracontan-40-oic acid COCCOCCOCCOCCOCCOCCOCCOCCOCCOCCOCCOCCOCC(=O)O